ClC1=C(C=CC=C1)N1C[C@H]([C@@]2(CC1)C=1C=CC(=NC1CN(C2)C[C@@H]2NCCC2)C=2C(=NC=CC2)OCC)CC (3'S,5S)-1'-(2-chlorophenyl)-2-(2-ethoxy-3-pyridinyl)-3'-ethyl-7-[[(2R)-pyrrolidin-2-yl]methyl]spiro[6,8-dihydro-1,7-naphthyridine-5,4'-piperidine]